rac-((6-bromo-8-chlorochroman-4-yl)oxy)trimethylsilane BrC=1C=C2[C@@H](CCOC2=C(C1)Cl)O[Si](C)(C)C |r|